1-(3-fluoropropyl)azetidin-3-ol FCCCN1CC(C1)O